4,6-dichloro-5-iodo-2-(methylsulfanyl)pyrimidine ClC1=NC(=NC(=C1I)Cl)SC